C(C)OC(C(C)(C)OC1=C(C=C(C=C1C)CN1C(N(CC1)C1=CC=C(C=C1)C#N)=O)C)=O.CC1=CC=C(O1)C1=NC2=CC=CC=C2C=C1 2-(5-methylfuran-2-yl)quinoline Ethyl-2-(4-((3-(4-cyanophenyl)-2-oxoimidazolin-1-yl)methyl)-2,6-dimethylphenoxy)-2-methylpropanoate